C1(CC1)C(=O)NC1=CC(=C(N=N1)C(=O)NC([2H])([2H])[2H])NC1=CC=CC=2C3=C(CN(C12)C)N(C(=N3)C)C 6-(cyclopropanecarboxamido)-N-(methyl-d3)-4-((2,3,5-trimethyl-4,5-dihydro-3H-imidazo[4,5-c]quinolin-6-yl)amino)pyridazine-3-carboxamide